ClC=1C(NC2=C(C(=CC=C2C1C)C=C)F)=O 3-chloro-7-vinyl-8-fluoro-4-methyl-1H-quinolin-2-one